C(C)(C)C1SCCN1 2-isopropyl-thiazolidine